O[C@H]1[C@H]([C@@H](O[C@@H]1CO)N1C(N(C=CC1=O)CC1=CC=C(C=C1)OC)=O)OC 3-((2R,3R,4R,5R)-4-hydroxy-5-(hydroxymethyl)-3-methoxytetrahydrofuran-2-yl)-1-(4-methoxybenzyl)pyrimidine-2,4(1H,3H)-dione